ClC=1C=C(C=CC1F)[C@@H]1CN2[C@H](CO1)CN(CC2)C(=O)C2=C(C(=CC=C2)N2CC1(COC1)C2)Cl [(3R,9aS)-3-(3-chloro-4-fluoro-phenyl)-3,4,6,7,9,9a-hexahydro-1H-pyrazino[2,1-c][1,4]oxazin-8-yl]-[2-chloro-3-(2-oxa-6-azaspiro[3.3]heptan-6-yl)phenyl]methanone